4-(6-((4-amino-3-methoxyphenyl)amino)pyrimidin-4-yl)piperazine-1-carboxylic acid butyl ester C(CCC)OC(=O)N1CCN(CC1)C1=NC=NC(=C1)NC1=CC(=C(C=C1)N)OC